1-(6-chloro-2-fluoropyridin-3-yl)ethanol ClC1=CC=C(C(=N1)F)C(C)O